Tert-butyl (1-(8-bromo-[1,2,4]triazolo[4,3-c]pyrimidin-5-yl)-4-methylpiperidin-4-yl)carbamate BrC=1C=2N(C(=NC1)N1CCC(CC1)(C)NC(OC(C)(C)C)=O)C=NN2